2-[1-[4-[6-(cyclobutoxy)indazol-1-yl]-2,6-difluoro-phenyl]-4-piperidinyl]acetic acid C1(CCC1)OC1=CC=C2C=NN(C2=C1)C1=CC(=C(C(=C1)F)N1CCC(CC1)CC(=O)O)F